C(C)(=O)OCC(C(CBr)=O)(C1=CC=CC=C1)C 4-bromo-2-methyl-3-oxo-2-phenylbutyl acetate